NC1=NC=C2CCN(CC2=C1)C1=CC(=C(C=C1)C(F)(F)F)Cl 7-Amino-N-(3-chloro-4-(trifluoromethyl)phenyl)-3,4-dihydro-2,6-naphthyridine